C(CC)S(=O)(=O)O PropylSulfonic Acid